C(C1=CC=CC=C1)N1C=C(N=C(C1O)OC)C(=O)O 4-benzyl-5-hydroxy-6-methoxy-5H-pyrazine-2-carboxylic acid